C(C1=CC=CC=C1)(=O)NCCCN(CCCCCCCC(=O)OCCC(CCCC)CCCC)CCCCCCCC(=O)OC(CCCCCCCC)CCCCCCCC 3-Butylheptyl 8-((3-benzamidopropyl)(8-(heptadecan-9-yloxy)-8-oxooctyl)amino)octanoate